methyl 2-(7-bromo-4-(fluoromethyl)-1-oxophthalazin-2(1H)-yl)acetate BrC1=CC=C2C(=NN(C(C2=C1)=O)CC(=O)OC)CF